N-(4-(2-Aminoacetamido)phenyl)-3-(4-cyano-3-(trifluoromethyl)phenyl)-2-(trifluoromethyl)oxazolidin-5-carboxamid NCC(=O)NC1=CC=C(C=C1)NC(=O)C1CN(C(O1)C(F)(F)F)C1=CC(=C(C=C1)C#N)C(F)(F)F